1,3,5-tri(4-isocyanatophenyl)benzene N(=C=O)C1=CC=C(C=C1)C1=CC(=CC(=C1)C1=CC=C(C=C1)N=C=O)C1=CC=C(C=C1)N=C=O